4-[2-[2-[3-[3-Amino-6-(2-hydroxyphenyl)pyridazin-4-yl]-3,8-diazabicyclo[3.2.1]octan-8-yl]pyrimidin-4-yl]oxyethyl]piperazin mono-ethyl-difluoro-malonate C(C)OC(C(C(=O)O)(F)F)=O.NC=1N=NC(=CC1N1CC2CCC(C1)N2C2=NC=CC(=N2)OCCN2CCNCC2)C2=C(C=CC=C2)O